NC1=C(C(=O)NC(C)C)C=C(C=N1)C1=C(C=C(C=C1)NC(C(O)C1=CC(=CC=C1)Cl)=O)C 2-amino-5-(4-(2-(3-chlorophenyl)-2-hydroxyacetamido)-2-methylphenyl)-N-isopropylnicotinamide